CC1=C(C=CC=C1C)N1CCN(CC1)CCCNC(=O)C=1C=CC2=C(N(C(=N2)C2=CC(=C(C(=C2)OC)OC)OC)C2CC(C2)C(NC)=O)C1 N-(3-(4-(2,3-dimethylphenyl)piperazin-1-yl)propyl)-1-(3-(methylcarbamoyl)cyclobutyl)-2-(3,4,5-trimethoxyphenyl)-1H-benzo[d]imidazole-6-carboxamide